FC(CN(CC[C@@H](C(=O)O)NC1=NC=NC=C1)CCCCC1=NC=2NCCCC2C=C1)F (S)-4-((2,2-difluoroethyl)(4-(5,6,7,8-tetrahydro-1,8-naphthyridin-2-yl)butyl)amino)-2-(pyrimidin-4-ylamino)butanoic acid